COC1=CC2=CC3=C(C(OC3)=O)C(=C2C=C1OC)C1=C2C=CC=NC2=CC=C1 6,7-dimethoxy-9-(quinolin-5-yl)naphtho[2,3-c]furan-1(3H)-one